C(C1=CC=CC=C1)CC(C)=O BENZYLACETON